N-((3R,4S)-1-cyano-4-methylpyrrolidin-3-yl)-2-phenylthiazole-5-carboxamide C(#N)N1C[C@@H]([C@H](C1)C)NC(=O)C1=CN=C(S1)C1=CC=CC=C1